CN(CCNC=1C=CC=2N(N1)C(=NN2)CCC(=O)OCC)C Ethyl 3-[6-[2-(dimethylamino)ethylamino]-[1,2,4]triazolo[4,3-b]pyridazin-3-yl]propanoate